5-((1-(1-Methyl-1H-pyrazol-4-yl)-1H-indazol-6-yl)amino)-1-(prop-1-en-2-yl)-5,6,7,8-tetrahydronaphthalene-2-carbonitrile CN1N=CC(=C1)N1N=CC2=CC=C(C=C12)NC1C=2C=CC(=C(C2CCC1)C(=C)C)C#N